N1(CCN(CC1)C(=O)OC[C@@]1(N2CCC(C1=O)CC2)COC)C(=O)OC[C@@]2(N1CCC(C2=O)CC1)COC bis(((1S,2S,4S)-2-(methoxymethyl)-3-oxoquinuclidin-2-yl)methyl) piperazine-1,4-dicarboxylate